OCC1=CC(=NC=C1)C(=O)NC=1C(=C(C=CC1)C1=NC=CC(=C1C)C1=NC(=C(C=C1)CN(C(OC(C)(C)C)=O)C[C@H]1NC(CC1)=O)OC)C tert-butyl (S)-((2'-(3-(4-(hydroxymethyl)picolinamido)-2-methylphenyl)-6-methoxy-3'-methyl-[2,4'-bipyridin]-5-yl)methyl)((5-oxopyrrolidin-2-yl)methyl)carbamate